CC1=CC=C(C(=O)OC(C(O)C(O)C(=O)O)=O)C=C1 (+)-(2S,3S)-dl-O-(4-methylbenzoyl)tartaric acid